(6-methylimidazopyrazin-3-yl)benzamide CC=1C=NC2=C(N1)N=CN2C2=C(C(=O)N)C=CC=C2